4-(((R)-1-amino-1-oxopropan-2-yl)amino)-6-chloro-N-((R)-2-fluoro-3-hydroxy-3-methylbutyl)nicotinamide NC([C@@H](C)NC1=CC(=NC=C1C(=O)NC[C@H](C(C)(C)O)F)Cl)=O